1-(8-chloro-3,3-dimethyl-2,3-dihydrobenzo[b][1,4]dioxin-6-yl)ethan-1-ol ClC1=CC(=CC2=C1OCC(O2)(C)C)C(C)O